tert-butyl 3-(4-(N-tert-butylsulfamoyl) phenylcarbamoyl)-3,4-dihydroisoquinoline-2(1H)-carboxylate C(C)(C)(C)NS(=O)(=O)C1=CC=C(C=C1)NC(=O)C1N(CC2=CC=CC=C2C1)C(=O)OC(C)(C)C